(isoindolin-1-yl)methanone C1(NCC2=CC=CC=C12)C=O